1,3,5-benzenetricarboxylic acid (trimesic acid) salt C(C1=CC(C(=O)O)=CC(C(=O)O)=C1)(=O)O.C1(=CC(=CC(=C1)C(=O)O)C(=O)O)C(=O)O